Rhodium 1,5-cyclooctadiene acetate C(C)(=O)[O-].C1=CCCC=CCC1.[Rh+3].C(C)(=O)[O-].C(C)(=O)[O-]